[Br-].C(CCCCCCCCCCCCC)[N+](C)(C)CCC myristyl-propyl-dimethyl-ammonium bromide